N-[4-(1H-indol-6-yl)-7-methoxy-1H-1,3-benzodiazol-2-yl]-1-methyl-1H-pyrazole-4-carboxamide N1C=CC2=CC=C(C=C12)C1=CC=C(C=2NC(=NC21)NC(=O)C=2C=NN(C2)C)OC